C(C)(C)(C)OC(=O)N1CC(C1)([C@H](C)NC(=O)C1=CC2=CC=CC(=C2C=C1)OC1=CC=C(C=C1)C(F)(F)F)O (S)-3-hydroxy-3-(1-(5-(4-(trifluoromethyl)phenoxy)-2-naphthoylamino)ethyl)azetidine-1-carboxylic acid tert-butyl ester